6-(4-Fluoro-2-(4-methyl-4H-1,2,4-triazol-3-yl)phenyl)-2-(4-((((1R,2R)-2-hydroxycyclopentyl)amino)methyl)-6-methylpyridin-2-yl)isoindolin-1-one FC1=CC(=C(C=C1)C1=CC=C2CN(C(C2=C1)=O)C1=NC(=CC(=C1)CN[C@H]1[C@@H](CCC1)O)C)C1=NN=CN1C